N-(2-(1-((1-fluorocyclopropyl)methyl)-1H-pyrazol-4-yl)pyrimidin-4-yl)-5-isopropyl-8-((2R,3S)-2-methyl-3-((methanesulfonyl)methyl)azetidin-1-yl)isoquinolin-3-amine FC1(CC1)CN1N=CC(=C1)C1=NC=CC(=N1)NC=1N=CC2=C(C=CC(=C2C1)C(C)C)N1[C@@H]([C@H](C1)CS(=O)(=O)C)C